[Sm].[La].[Gd] gadolinium-lanthanum-samarium